β-3-benzothienyl-L-alanine S1C=C(C2=C1C=CC=C2)C[C@H](N)C(=O)O